methyltin tris(tert-butoxide) CC(C)(C)[O-].CC(C)(C)[O-].CC(C)(C)[O-].C[Sn+3]